2-hydroxyethyl (3-(3-fluoro-4-((2-methyl-1H-imidazol-1-yl)methyl)phenyl)-5-iso-butylthiophen-2-yl)sulfonylcarbamate FC=1C=C(C=CC1CN1C(=NC=C1)C)C1=C(SC(=C1)CC(C)C)S(=O)(=O)NC(OCCO)=O